BrCC1=CC=C2N=C(C(NC2=C1F)=O)C(C)C 7-(bromomethyl)-8-fluoro-3-isopropyl-1H-quinoxalin-2-one